(R)-N-cyclopentyl-2-((6-fluoro-5-(1-(2-fluorophenyl)ethyl)-1,1-dioxido-4H-benzo[e][1,2,4]thiadiazin-3-yl)amino)acetamide C1(CCCC1)NC(CNC1=NS(C2=C(N1)C(=C(C=C2)F)[C@H](C)C2=C(C=CC=C2)F)(=O)=O)=O